C(C)(C)(C1=CC(=C(C=C1)O)CC=C)C1=CC(=C(C=C1)O)CC=C 4,4'-isopropylidenebis(2-allylphenol)